CN([C@H](C(=O)N)C(C)C)C (S)-2-(dimethylamino)-3-methylbutanamide